C1=CC=CC=2SC3=CC=CC=C3N(C12)C=1C=C(C=CC1)C=1C(=C(C(=CC1)C1=CC(=CC=C1)N1C2=CC=CC=C2SC=2C=CC=CC12)C1=CC(=CC=C1)N1C2=CC=CC=C2SC=2C=CC=CC12)C=1OC2=C(N1)C=CC=C2 2-(4'-(3-(10H-phenothiazin-10-yl)phenyl)-3,3''-di(10H-phenothiazin-10-yl)-[1,1':2',1''-terphenyl]-3'-yl)benzo[d]oxazole